4-(dimethylaminocarbonyl)benzyl ether CN(C(=O)C1=CC=C(COCC2=CC=C(C=C2)C(=O)N(C)C)C=C1)C